C1(CC1)C(=O)NC1=CC=C2C(=N1)N(C=C2C=2C=C1C=NN(C1=CC2)C(=O)OC(C)(C)C)COCC[Si](C)(C)C tert-butyl 5-(6-(cyclopropanecarboxamido)-1-((2-(trimethylsilyl)ethoxy)methyl)-1H-pyrrolo[2,3-b]pyridin-3-yl)-1H-indazole-1-carboxylate